C(=C)OC(C(=O)OCC#C)=O oxalic acid mono-2-propynyl monovinyl ester